hydroxy(3-phenoxyphenyl)acetonitrile OC(C#N)C1=CC(=CC=C1)OC1=CC=CC=C1